(6'-Hydroxy-8'-oxo-2'-phenyl-8'H-spiro[cyclobutane-1,5'-indolizine]-7'-carbonyl)glycine OC=1C2(N3C=C(C=C3C(C1C(=O)NCC(=O)O)=O)C1=CC=CC=C1)CCC2